N=1N=CN2C=NC(=CC21)OC2=C(C=C(C=C2)NC2=NC=NC1=CC=C(C=C21)N2C[C@@H](CCC2)C(=O)OC(C)(C)C)C tert-butyl (R)-(1-(4-((4-([1,2,4]triazolo[4,3-c]pyrimidin-7-yloxy)-3-methylphenyl) amino) quinazolin-6-yl) piperidin-3-yl)carboxylate